N-[(1R,2S,3R)-7-Fluoro-2-hydroxy-3-methyl-2,3-dihydro-1H-inden-1-yl]-6-{1H-pyrrolo[2,3-b]pyridin-4-yl}pyridine-3-carboxamide FC=1C=CC=C2[C@H]([C@@H]([C@@H](C12)NC(=O)C=1C=NC(=CC1)C1=C2C(=NC=C1)NC=C2)O)C